OCCNCC=1C=C(C(N(C1)C)=O)C(=O)NC1=C(C(=CC=C1)C1=C2C=NN(C2=CC=C1)C)C 5-{[(2-hydroxyethyl)amino]methyl}-1-methyl-N-[2-methyl-3-(1-methyl-1H-indazol-4-yl)phenyl]-2-oxo-1,2-dihydropyridine-3-carboxamide